CC1(CC2(C3=CC=CC=C13)CC(C1=CC=CC=C12)(C)C)C 3,3,3',3'-tetramethyl-spirobiindane